BrC=1C=C(C=CC1)S(=O)(=O)N1C=C(C(=C1C1=C(C=CC=C1)F)F)CNC 1-(1-((3-Bromophenyl)sulfonyl)-4-fluoro-5-(2-fluorophenyl)-1H-pyrrol-3-yl)-N-methyl-methylamine